OC=1C=C(C2=CC=CC=C2C1)C1=CC=C2C(=NC(=NC2=C1)OC[C@H]1N(CCC1)C)N1C[C@H]2CC[C@@H](C1)N2C(CN2CCCC2)=O 1-((1R,5S)-3-(7-(3-hydroxynaphthalen-1-yl)-2-(((S)-1-methylpyrrolidin-2-yl)methoxy)quinazolin-4-yl)-3,8-diazabicyclo[3.2.1]octan-8-yl)-2-(pyrrolidin-1-yl)ethan-1-one